N-hydroxy-4-(imidazo[1,2-a]pyridin-7-ylmethyl)-3-oxo-3,4-dihydro-2H-benzo[b][1,4]oxazine-6-carboxamide ONC(=O)C1=CC2=C(OCC(N2CC2=CC=3N(C=C2)C=CN3)=O)C=C1